ClC1=CC(=C(C=C1)C1CCNCC1)F 4-(4-chloro-2-fluoro-phenyl)piperidine